carbethoxy-9-(p-nitrophenyl)-4-fluoroacridine C(=O)(OCC)C1=CC=C(C2=NC3=CC=CC=C3C(=C12)C1=CC=C(C=C1)[N+](=O)[O-])F